[1-(5-methyl-1,3,4-thiadiazol-2-yl)ethyl]quinazolin CC1=NN=C(S1)C(C)C1=NC2=CC=CC=C2C=N1